ClC=1C(=C(OCC(=O)O)C=C(C1CC1=CC(=C(C=C1)O)C(C)C)C(C)C)F 2-(3-chloro-2-fluoro-4-(4-hydroxy-3-isopropylbenzyl)-5-isopropylphenoxy)acetic acid